1-(4-((3-aminopropyl)amino)-6-methylpyrimidin-2-yl)-3-(isoquinolin-3-yl)urea NCCCNC1=NC(=NC(=C1)C)NC(=O)NC=1N=CC2=CC=CC=C2C1